(2-methoxyphenyl)-5-(trifluoromethyl)-[1,1'-biphenyl]-3-amine COC1=C(C=CC=C1)C1=C(C=C(C=C1N)C(F)(F)F)C1=CC=CC=C1